N-(3-(difluoromethyl)-1-(1-((2-(2,6-dioxopiperidin-3-yl)pyridin-3-yl)methyl)piperidin-4-yl)-1H-pyrazol-4-yl)-5-morpholinopyrazolo[1,5-a]pyrimidine-3-carboxamide FC(C1=NN(C=C1NC(=O)C=1C=NN2C1N=C(C=C2)N2CCOCC2)C2CCN(CC2)CC=2C(=NC=CC2)C2C(NC(CC2)=O)=O)F